ClC=1C=C(C=CC1C(=O)N1CCN(CC1)C(CN1CCCC1)=O)NC(=O)C=1N(C(=CN1)C1=C(C(=C(C=C1)OC)F)F)C N-[3-chloro-4-[4-(2-pyrrolidin-1-ylacetyl)piperazine-1-carbonyl]phenyl]-5-(2,3-difluoro-4-methoxy-phenyl)-1-methyl-imidazole-2-carboxamide